C(CN(C(OC1=CC=2C(=C3C(=NC2C=C1F)C1=CC2=C(C(N1C3)=O)COC([C@]2(O)CC)=O)C)=O)C)N(C(OC(C)(C)C)=O)C (S)-tert-butyl (4-ethyl-8-fluoro-4-hydroxy-11-methyl-3,14-dioxo-3,4,12,14-tetrahydro-1H-pyrano[3',4':6,7]indolizino[1,2-b]quinolin-9-yl) ethane-1,2-diylbis(methylcarbamate)